C(C)(C)(C)C=1C=C(C=C(C1O)C(C)(C)C)CCC(=O)NCCCCCCNC(CCC1=CC(=C(C(=C1)C(C)(C)C)O)C(C)(C)C)=O bis-(3,5-di-tert-butyl-4-hydroxyphenyl-propionyl)-hexamethylenediamine